4-[5-[(1R)-2-amino-1-hydroxyethyl]pyridin-2-yl]-3-(2-methyl-6-morpholin-4-ylpyridin-4-yl)oxybenzonitrile NC[C@H](O)C=1C=CC(=NC1)C1=C(C=C(C#N)C=C1)OC1=CC(=NC(=C1)N1CCOCC1)C